4-acetoxy-diisopropyltryptamine CC(C)N(CCC1=CNC2=C1C=CC(=C2)OC(=O)C)C(C)C